(R)-8-((3S,5R)-4-acryloyl-3,5-dimethylpiperazin-1-yl)-11-(4-chlorothiophen-2-yl)-3-(pyrimidin-2-yl)-10-(trifluoromethyl)-3,4-dihydro-2H,6H-[1,4]thiazepino[2,3,4-ii]quinazolin-6-one C(C=C)(=O)N1[C@H](CN(C[C@H]1C)C1=NC(N2C3=C(C(=C(C=C13)C(F)(F)F)C=1SC=C(C1)Cl)SC[C@H](C2)C2=NC=CC=N2)=O)C